C(C)OC(C1=CC(=C(C=C1)Br)O)=O 4-bromo-3-hydroxy-benzoic acid ethyl ester